2-(5-{cyclopropyl[(1R,4R,5R,6R)-6-fluoro-2-azabicyclo[2.2.1]heptan-5-yl]amino}pyrazin-2-yl)-4-fluoro-5-(1-methyl-1H-pyrazol-4-yl)phenol C1(CC1)N(C=1N=CC(=NC1)C1=C(C=C(C(=C1)F)C=1C=NN(C1)C)O)[C@@H]1[C@H]2CN[C@@H]([C@H]1F)C2